CN1C(=NN=C1)C1(CN(C1)C1COC1)C=1C=C(C=CC1)N1CC2=C(C=C(C=C2C1=O)CN(C(OC(C)(C)C)=O)C1(CCC1)C)C(F)(F)F tert-butyl ((2-(3-(3-(4-methyl-4H-1,2,4-triazol-3-yl)-1-(oxetan-3-yl)azetidin-3-yl)phenyl)-3-oxo-7-(trifluoromethyl) isoindolin-5-yl)methyl)(1-methyl-cyclobutyl)carbamate